C(C1=CC=CC=C1)C=1N=C2N(C=C(N=C2CC2=CC=CC=C2)C2=CC=CC=C2)C1CC(=O)O.C(C)(=O)OC1=C(N=C2N1C=C(N=C2CC2=CC=CC=C2)C2=CC=CC=C2)CC=2OC=CC2 8-benzyl-2-(furan-2-ylmethyl)-6-phenylimidazo[1,2-a]pyrazin-3-yl acetate 2,8-dibenzyl-6-phenylimidazo[1,2-a]pyrazin-3-yl-acetate